C(C1=CC=CC=C1)OC1(CC1)C(=O)O (benzyloxy)cyclopropane-1-carboxylic acid